4-((3-(4-amino-5-(1-(2-(3-(trifluoromethoxy)phenyl)acetyl)indolin-5-yl)-7H-pyrrolo[2,3-d]pyrimidin-7-yl)propyl)amino)-4-oxobutanoic acid NC=1C2=C(N=CN1)N(C=C2C=2C=C1CCN(C1=CC2)C(CC2=CC(=CC=C2)OC(F)(F)F)=O)CCCNC(CCC(=O)O)=O